COC1=CC=C(CN2CCN(CC2)C=2SC=3N=CNC(C3N2)=O)C=C1 2-(4-(4-methoxybenzyl)piperazin-1-yl)thiazolo[5,4-d]Pyrimidin-7(6H)-one